(E)-N-(2-cyano-4-(8-(2-fluoro-6-methoxyphenyl)indolizine-3-carbonyl)phenyl)-4-(((1r,4r)-4-methoxycyclohexyl)amino)but-2-enamide C(#N)C1=C(C=CC(=C1)C(=O)C1=CC=C2C(=CC=CN12)C1=C(C=CC=C1OC)F)NC(\C=C\CNC1CCC(CC1)OC)=O